(E)-N-(1-(1H-indol-3-yl)-5-methyl-3-hexene-2-yl)-6-(4-methylpiperazin-yl)benzo[b]-thiophene-2-carboxamide N1C=C(C2=CC=CC=C12)CC(\C=C\C(C)C)NC(=O)C1=CC2=C(S1)C=C(C=C2)N2CCN(CC2)C